1,1-diethoxy-3-methylbut-2-ene C(C)OC(C=C(C)C)OCC